FC=1C=C(C(=CC1OC(F)(F)F)N)N 4-fluoro-5-(trifluoromethoxy)benzene-1,2-diamine